C(C\C=C/C\C=C\C=C\CCC)O (Z,E,E)-3,6,8-Dodecatrien-1-ol